N[C@H]1CN(CCC1)C1=NC=2N(C=C1)N=CC2C(=O)NC2=C(C=C(C=C2)OCCN2CCOCC2)OC (R)-5-(3-aminopiperidin-1-yl)-N-(2-methoxy-4-(2-morpholinoethoxy)phenyl)pyrazolo[1,5-a]pyrimidine-3-carboxamide